FC(C1=CC2=C(SC(=C2)C(N[C@H]2CCCC[C@@H]3N(C2=O)[C@@H](CC3)C(=O)N3CCC(CC3)C3=NNC=C3F)=O)C=C1)P(O)(O)=O (fluoro(2-(((3S,6S,10aS)-3-(4-(4-fluoro-1H-pyrazol-3-yl)piperidine-1-carbonyl)-5-oxodecahydropyrrolo[1,2-a]azocin-6-yl)carbamoyl)benzo[b]thiophen-5-yl)methyl)phosphonic acid